6-(4-((1H-indazol-5-yl)amino)pyrimidin-2-yl)-N-(1H-pyrrolo[2,3-b]pyridin-5-yl)-1H-indole-2-carboxamide N1N=CC2=CC(=CC=C12)NC1=NC(=NC=C1)C1=CC=C2C=C(NC2=C1)C(=O)NC=1C=C2C(=NC1)NC=C2